(R)-N-(1-(dimethylamino)propan-2-yl)-8-hydroxy-5,6-dimethyl-6H-pyrido[4,3-b]carbazole-1-carboxamide CN(C[C@@H](C)NC(=O)C1=NC=CC2=C(C=3N(C=4C=C(C=CC4C3C=C21)O)C)C)C